ethyl 2-(diethoxy-phosphoryl)-hexanoate C(C)OP(=O)(OCC)C(C(=O)OCC)CCCC